4-({5-[1-(piperidin-4-yl)-1H-pyrazol-4-yl]thiophen-2-yl}methyl)-2,4-dihydro-3H-1,2,4-triazol-3-one N1CCC(CC1)N1N=CC(=C1)C1=CC=C(S1)CN1C(NN=C1)=O